CC1=C(C=CC=C1)N(CC1OC1)C1C(C)O1 N-(2-methylphenyl)-N-(1,2-epoxypropyl)-oxiranemethylamine